thiopyranyl-iminooxide S1C(C=CC=C1)N=O